CC=1C=CC(=C(C(=O)O)C1)C=1N=NN(N1)C 5-methyl-2-(2-methyl-2H-tetrazol-5-yl)benzoic acid